FC(C1=CC=C2CCC3(C2=C1)CC3)(F)F 6'-(trifluoromethyl)-2',3'-dihydrospiro[cyclopropane-1,1'-indene]